OC[C@H]1CN(CC1)C1=CC=C(C=C1)N1C(N(C(CC1)=O)CC1=CC=C(C=C1)OC)=O |r| rac-1-{4-[(3R)-3-(hydroxymethyl)pyrrolidin-1-yl]phenyl}-3-[(4-methoxyphenyl)methyl]-1,3-diazinane-2,4-dione